C1(=CC=CC=C1)C1=NOC(=C1)CNC(C#C)=O N-((3-phenylisoxazol-5-yl)methyl)propiolamide